4,4'-bis(2-sulfostyryl)biphenyl 2-benzyl-(2R,4R)-4-((4-bromothiophen-2-yl)methyl)-5-oxopyrrolidine-1,2-dicarboxylate C(C1=CC=CC=C1)[C@@]1(N(C([C@H](C1)CC=1SC=C(C1)Br)=O)C(=O)O)C(=O)O.S(=O)(=O)(O)C1=C(C=CC2=CC=C(C=C2)C2=CC=C(C=C2)C=CC2=C(C=CC=C2)S(=O)(=O)O)C=CC=C1